CC1=NC(=CC(=N1)NC1=C(C(=O)NOCC)C(=CC=N1)NC1=C(C(=C(C=C1)C)F)NS(=O)(=O)C)C ((2,6-dimethylpyrimidin-4-yl)amino)-N-ethoxy-4-((3-fluoro-4-methyl-2-(N-methylsulfonylamino)phenyl)amino)nicotinamide